ClN1CCC2(CC1)OCC1(C3=C2SC=C3)CC1 chloro-5'H-dispiro[cyclopropane-1,4'-thieno[2,3-c]pyran-7',4''-piperidine]